racemic-2-(2-oxopyrrolidin-1-yl)-butyronitrile O=C1N(CCC1)[C@@H](C#N)CC |r|